6-benzyl-3-(2-fluoropyridin-4-yl)-1-(piperazin-1-yl)-5,6,7,8-tetrahydro-2,6-naphthyridine-4-carbonitrile C(C1=CC=CC=C1)N1CC=2C(=C(N=C(C2CC1)N1CCNCC1)C1=CC(=NC=C1)F)C#N